1,3-dioxo-1,3-dihydroisobenzofuran-5-carboxylic acid O=C1OC(C2=CC(=CC=C12)C(=O)O)=O